COO[C@H]1[C@@](O[C@@H]([C@H]1O)CO)(N1C=NC=2C(=O)NC(N)=NC12)CC 2'-O-methoxy-ethyl-guanosine